OCC1C[C@@H]2[C@@H](CN(C2)C(=O)OC(C)(C)C)C1 t-butyl (3aR,5r,6aS)-5-(hydroxymethyl)hexahydrocyclopenta[c]pyrrole-2(1H)-carboxylate